(S)-1-cyano-N-(4-(6-cyano-3-methylpyridin-2-yl)thiazol-2-yl)-N-methylpyrrolidine-2-carboxamide C(#N)N1[C@@H](CCC1)C(=O)N(C)C=1SC=C(N1)C1=NC(=CC=C1C)C#N